N-(3-hydroxy-1-naphthyl)pyrimidine-4-carboxamide OC=1C=C(C2=CC=CC=C2C1)NC(=O)C1=NC=NC=C1